3-[[(4-bromocyclohex-3-en-1-yl)oxy]methyl]-1-(pyridine-2-yl)piperidin-4-one BrC1=CCC(CC1)OCC1CN(CCC1=O)C1=NC=CC=C1